ClC1=CC(=C(C=C1C1(CC1)C)NCC(=O)N1CCN(CC1)C1CN(C1)C(C=C)=O)O 1-(3-(4-(2-(4-chloro-2-hydroxy-5-(1-methylcyclopropyl)phenylamino)acetyl)piperazin-1-yl)azetidin-1-yl)prop-2-en-1-one